Methyl 4-(2,4,6-trioxohexahydropyrimidin-5-yl)benzoate O=C1NC(C(C(N1)=O)C1=CC=C(C(=O)OC)C=C1)=O